methyl-4-(2-oxoindolin-6-yl)benzamide CC1=C(C(=O)N)C=CC(=C1)C1=CC=C2CC(NC2=C1)=O